ClC1=CC=C(C=C1)C=1C(NC=C2C1N=C(N=C2)OCC(F)(F)F)=O 8-(4-chlorophenyl)-2-(2,2,2-trifluoroethoxy)pyrido[4,3-d]pyrimidin-7(6H)-one